3-(2,4-dihydroxybenzyl)-1-ethylpyrrolidine-2,5-dione OC1=C(CC2C(N(C(C2)=O)CC)=O)C=CC(=C1)O